C1(CCCCC1)CC(=O)N1CC2=C(N=C(N=C2)N2CCNCC2)CC1 2-cyclohexyl-1-(2-(piperazin-1-yl)-7,8-dihydropyrido[4,3-d]pyrimidin-6(5H)-yl)ethan-1-one